BrC=1C(=NC=C(C1)C(C)NCC)O 3-bromo-5-(1-(ethylamino)ethyl)pyridin-2-ol